dicarboxyl phosphate P(=O)(OC(=O)O)(OC(=O)O)[O-]